3-((4-Bromo-2-methylphenyl)thio)-1,4-dimethyl-1H-indole BrC1=CC(=C(C=C1)SC1=CN(C2=CC=CC(=C12)C)C)C